ethyl 2-chloro-6-((4-fluoro-2-methyl-phenyl)amino)-benzoate ClC1=C(C(=O)OCC)C(=CC=C1)NC1=C(C=C(C=C1)F)C